(S)-(3-((4-borono-2-(trifluoromethyl)benzyl)(5,6-diamino-6-oxohexyl)carbamoyl)-5-nitrophenyl)boronic acid B(O)(O)C1=CC(=C(CN(C(=O)C=2C=C(C=C(C2)[N+](=O)[O-])B(O)O)CCCC[C@@H](C(=O)N)N)C=C1)C(F)(F)F